6-(1H-1,2,4-triazol-1-yl)pyridin N1(N=CN=C1)C1=CC=CC=N1